phenyl 2,4-di-O-acetyl-3-azido-1-thio-α-D-galactopyranoside C(C)(=O)O[C@H]1[C@@H](SC2=CC=CC=C2)O[C@@H]([C@@H]([C@@]1(O)N=[N+]=[N-])OC(C)=O)CO